1-{2-[4-(4-ethyl-piperazin-1-yl)-3-methyl-phenylamino]-5-fluoro-pyrimidin-4-yl}-1H-indole-3-carboxamide C(C)N1CCN(CC1)C1=C(C=C(C=C1)NC1=NC=C(C(=N1)N1C=C(C2=CC=CC=C12)C(=O)N)F)C